CC=1N=C2N(N=C(C=C2C(F)(F)F)C=2C=C3C(=NC2)C=C(S3)C3CCNCC3)C1 6-[2-methyl-8-(trifluoromethyl)imidazo[1,2-b]pyridazin-6-yl]-2-(4-piperidyl)thieno[3,2-b]pyridine